C(CCCCCCCCCCCCCCCCCCC(=O)NN)(=O)NN eicosanedioic acid dihydrazide